n-hexyl isophthalate (n-octyl)isophthalate C(CCCCCCC)OC(C1=CC(C(=O)O)=CC=C1)=O.C(C1=CC(C(=O)O)=CC=C1)(=O)OCCCCCC